2,3-Diphosphoglyceric acid Diphosphoglycerate P(=O)(O)(O)OCC(C(=O)O)OP(=O)(O)O.P(=O)(O)(O)OC(C(=O)O)COP(=O)(O)O